tetrahydrocurcumin-D6 [2H]C([2H])([2H])OC1=C(C=CC(=C1)CCC(=O)CC(=O)CCC2=CC(=C(C=C2)O)OC([2H])([2H])[2H])O